1-(5-bromo-2-methoxypyridin-3-yl)-2,2,2-trifluoroethan-1-one BrC=1C=C(C(=NC1)OC)C(C(F)(F)F)=O